1-(4-(((R)-1-cyanoethyl)amino)-5-(4-((1r,4R)-4-(2-((tetrahydro-2H-pyran-2-yl)oxy)ethyl)cyclohexyl)-1H-1,2,3-triazol-1-yl)pyridin-2-yl)-1H-pyrazolo[3,4-b]pyridine-5-carbonitrile C(#N)[C@@H](C)NC1=CC(=NC=C1N1N=NC(=C1)C1CCC(CC1)CCOC1OCCCC1)N1N=CC=2C1=NC=C(C2)C#N